2,7-dimethyl-9,10-bis(n-heptyloxycarbonyloxy)anthracene CC1=CC2=C(C3=CC(=CC=C3C(=C2C=C1)OC(=O)OCCCCCCC)C)OC(=O)OCCCCCCC